cis-methyl 3-(5-(tert-butyl)-4-methyloxazol-2-yl)cyclopentane-1-carboxylate C(C)(C)(C)C1=C(N=C(O1)[C@H]1C[C@H](CC1)C(=O)OC)C